7-methyl-4,7-diazaspiro[2.5]octane CN1CCNC2(CC2)C1